trans-2-[1-(oxazolidin-2-yl)-1H-pyrazol-5-yl]cyclopropane-1-carboxylic acid ethyl ester C(C)OC(=O)[C@H]1[C@@H](C1)C1=CC=NN1C1OCCN1